NC1=C2C(C(=CN3C2=C(C(=C1F)NCCNC1=NC=CC=C1)OCCC31CCC1)C(=O)O)=O 6-Amino-7-fluoro-4-oxo-8-[2-(pyridin-2-ylamino)ethylamino]spiro[10-oxa-1-azatricyclo[7.4.1.05,14]tetradeca-2,5,7,9(14)-tetraene-13,1'-cyclobutane]-3-carboxylic acid